2-ethyl-1,1,3,3-tetramethylguanidinium hydroxide [OH-].C(C)[NH+]=C(N(C)C)N(C)C